FC=1C=C2C(C[C@H]([C@@H](C2=CC1)NC(=O)NC=1C(=NC(=C(C1)C)C=1C=NC(=NC1)C)C1=CC=CC=C1)O)(C)C ((1r,2r)-6-fluoro-2-hydroxy-4,4-dimethyl-1,2,3,4-tetrahydronaphthalen-1-yl)-3-(5-methyl-6-(2-methylpyrimidin-5-yl)-2-phenylpyridin-3-yl)urea